(E)-3,4,5-trimethoxy-N'-(4-((4-oxo-4H-benzopyran-3-yl)methoxy)benzylidene)benzoyl-hydrazine COC=1C=C(C(=O)N/N=C/C2=CC=C(C=C2)OCC2=COC3=C(C2=O)C=CC=C3)C=C(C1OC)OC